Cl.C(#CCC)O butynol hydrochloride